2-(((1-(3-((1-(4-chlorophenyl)-2-oxo-2-(6'-(trifluoromethoxy)spiro[cyclobutane-1,3'-indolin]-1'-yl)ethyl)amino)-5-methoxyphenyl)ethylidene)amino)oxy)-2-methylpropanoic acid ClC1=CC=C(C=C1)C(C(N1CC2(C3=CC=C(C=C13)OC(F)(F)F)CCC2)=O)NC=2C=C(C=C(C2)OC)C(C)=NOC(C(=O)O)(C)C